5-amino-6-((2s,6S)-4-(tert-butoxycarbonyl)-2,6-dimethylpiperazin-1-yl)-2-(((S)-1-methylpyrrolidin-2-yl)methoxy)pyrimidine-4-carboxylic acid NC=1C(=NC(=NC1N1[C@H](CN(C[C@@H]1C)C(=O)OC(C)(C)C)C)OC[C@H]1N(CCC1)C)C(=O)O